(S)-5-(1-(3-carboxycyclobutyl)-5-(3,5-dimethylisoxazol-4-yl)-1H-benzo[d]imidazol-2-yl)-1-(3,4-difluorophenyl)pyrrolidin-2-one C(=O)(O)C1CC(C1)N1C(=NC2=C1C=CC(=C2)C=2C(=NOC2C)C)[C@@H]2CCC(N2C2=CC(=C(C=C2)F)F)=O